2-(6-bromo-2-methylpyridin-3-yl)propan-2-amine BrC1=CC=C(C(=N1)C)C(C)(C)N